C(#N)C=1C=C(OC2=C3C(=NNC3=C(C=C2)S(=O)(=O)C)C#N)C=C(C1)F 4-(3-cyano-5-fluorophenoxy)-7-methanesulfonyl-1H-indazole-3-carbonitrile